(N-[4-amino-5-(4-methoxybenzoyl)thiazol-2-yl]-3-chloro-4-fluoro-anilino)propanamide NC=1N=C(SC1C(C1=CC=C(C=C1)OC)=O)N(C1=CC(=C(C=C1)F)Cl)C(C(=O)N)C